4-((2S,5R)-4-(1-(4-(2-cyanopropan-2-yl)phenyl)ethyl)-2,5-diethylpiperazin-1-yl)-1-methyl-2-oxo-1,2-dihydropyrido[3,2-d]pyrimidine-6-carbonitrile C(#N)C(C)(C)C1=CC=C(C=C1)C(C)N1C[C@@H](N(C[C@H]1CC)C=1C2=C(N(C(N1)=O)C)C=CC(=N2)C#N)CC